2-(1-hydroxycyclobutyl)-N-methylacetamide OC1(CCC1)CC(=O)NC